OCC1CCC2(CCCN12)C(=O)[O-] 3-(hydroxymethyl)tetrahydro-1H-pyrrolizine-7a(5H)-carboxylate